((1R,6R)-3-methyl-6-(prop-1-en-2-yl)cyclohex-2-enyl)-5-phenethylbenzene-1,3-diol CC1=C[C@H]([C@@H](CC1)C(=C)C)C1=C(C=C(C=C1O)CCC1=CC=CC=C1)O